1-(5,5-Dimethyl-2-cyclohexen-1-yl)-4-penten-1-on CC1(CC=CC(C1)C(CCC=C)=O)C